C(C1=CC=CC=C1)N1CC2(C=CC(C1)N2C(=O)OCCCC)C butyl 3-benzyl-1-methyl-3,8-diazabicyclo[3.2.1]oct-6-ene-8-carboxylate